tert-butyl (5-(7-((4-methoxybenzyl)(methyl)amino)-1,6-naphthyridin-3-yl)-4,6-dimethylpyridin-3-yl)carbamate COC1=CC=C(CN(C2=NC=C3C=C(C=NC3=C2)C=2C(=C(C=NC2C)NC(OC(C)(C)C)=O)C)C)C=C1